BrC1=CC(=NC=C1)C1=C(C(=O)N)C=CC(=C1)OC (4-bromopyridin-2-yl)-4-methoxybenzamide